1-[9-ethyl-6-(2-methylbenzoyl)9H-carbazol-3-yl]ethanone C(C)N1C2=CC=C(C=C2C=2C=C(C=CC12)C(C)=O)C(C1=C(C=CC=C1)C)=O